2-(3-Bromo-2-chloro-phenyl)-2-fluoro-propionic acid BrC=1C(=C(C=CC1)C(C(=O)O)(C)F)Cl